5-(1-(2,2-Difluoroethyl)-1H-pyrazol-4-yl)-3-((2R,4S)-2-(2,5-difluorophenyl)-4-fluoropyrrolidin-1-yl)-1H-pyrazolo[3,4-b]pyridine FC(CN1N=CC(=C1)C=1C=C2C(=NC1)NN=C2N2[C@H](C[C@@H](C2)F)C2=C(C=CC(=C2)F)F)F